(3S,4S)-8-(6-((2-chloro-3-(pyrazine-2-yl)phenyl)mercapto)-1,2,4-triazine-3-yl)-3-methyl-2-oxa-8-azaspiro[4.5]decane-4-amine ClC1=C(C=CC=C1C1=NC=CN=C1)SC1=CN=C(N=N1)N1CCC2([C@@H]([C@@H](OC2)C)N)CC1